BrC1=CSC2=C1C=C(C=C2)C 3-bromo-5-methyl-benzothiophene